C(C)C1=CC2=C(C3=CC=CC=C3C(=C2C=C1)OC(CC(=O)OCC)C)OC(CC(=O)OCC)C 2-ethyl-9,10-bis(ethoxycarbonylpropyleneoxy)anthracene